1,1,1,3,3,3-Hexafluoropropan-2-yl 8-(2-(8-oxa-3-azabicyclo[3.2.1]octan-3-yl)-4-(trifluoromethyl)benzyl)-2,8-diazaspiro[4.5]decane-2-carboxylate C12CN(CC(CC1)O2)C2=C(CN1CCC3(CCN(C3)C(=O)OC(C(F)(F)F)C(F)(F)F)CC1)C=CC(=C2)C(F)(F)F